C(=O)C1=C(C2=CC=CC=C2C=C1)/C(/C=C/C(=O)OCCCC)=C\C1=CC(=CC=C1)C n-butyl (2E,4Z)-4-(2-formylnaphthalen-1-yl)-5-(3-methylphenyl)-2,4-pentadienoate